CS(=O)(=O)C1(CC1)C1=NN(C=C1)C(=O)N 3-(1-methanesulfonylcyclopropyl)pyrazole-1-carboxamide